2,7-dihydro-1,2-oxaazepine O1NC=CC=CC1